2-(dimethylamino)-ethylbenzoate CN(CCOC(C1=CC=CC=C1)=O)C